C(C)(C)N1C=NC(=C1C1=NC=C(C(=N1)NCC12CCC(CC1)(CC2)C2=NC=C(C=C2)C(F)(F)F)OC)C 2-(1-Isopropyl-4-methyl-1H-imidazol-5-yl)-5-methoxy-N-((4-(5-(trifluoromethyl)pyridin-2-yl)bicyclo[2.2.2]octan-1-yl)methyl)pyrimidin-4-amine